FC(C=1OC(=NN1)C1=CC=C(C=C1)CN1N=NN=C1C1=NC=CC=N1)F 2-(difluoromethyl)-5-(4-((5-(pyrimidin-2-yl)-1H-tetrazol-1-yl)methyl)phenyl)-1,3,4-oxadiazole